OC(CNC1=CC=C(C=C1)OC)C1=NNC(N1)=S 3-[1-hydroxy-2-(4-methoxyphenylamino)ethyl]-1H-1,2,4-triazole-5(4H)-thione